BrC1=CC=CC(=N1)C1=NC(=NC=C1)NC1=NN(C=C1)C 4-(6-bromopyridin-2-yl)-N-(1-methyl-1H-pyrazol-3-yl)pyrimidin-2-amine